C(C)(C)[Si](OC=1NC(=CC1)O[Si](C(C)C)(C(C)C)C(C)C)(C(C)C)C(C)C 2,5-bis(triisopropylsiloxy)pyrrole